[Na+].C(CC)(=O)[NH-] propanamide sodium salt